[Ga]1=CCC1 Galletin